CCCCCCCCCCCCCCCCCCCCCCCCCCC(C(=O)N[C@@H](CO[C@H]1[C@@H]([C@H]([C@@H]([C@H](O1)CO)O)O)O)[C@@H]([C@@H](CCCCCCCCCCC(C)C)O)O)O The molecule is an N-acyl-1-O-beta-D-glucosyl-4-hydroxy-15-methylhexadecasphinganine in which the acyl group has 28 carbons and 0 double bonds and is 2-hydroxylated. It derives from a 15-methylhexadecaphytosphingosine.